(2R,5R)-4-(2-(6-bromo-3,3-dimethyl-2,3-dihydro-1H-pyrrolo[3,2-b]pyridin-1-yl)-2-oxoethyl)-5-(hydroxymethyl)-2-methylpiperazine-1-carboxylic acid tert-butyl ester C(C)(C)(C)OC(=O)N1[C@@H](CN([C@H](C1)CO)CC(=O)N1CC(C2=NC=C(C=C21)Br)(C)C)C